C(C)(CCCCCC)OC(C=C)=O.C(#N)CC(=O)NCCC1=CC(=C(C=C1)OC)OC 2-cyano-N-[2-(3,4-dimethoxyphenyl)ethyl]acetamide sec-octyl-acrylate